ClC1=NC(=CC=C1C(=O)O)C(F)(F)F 2-chloro-6-(trifluoromethyl)pyridin-3-carboxylic acid